OC1=CC2=C(C=CCO2)C=C1 7-hydroxy-2H-benzopyran